C(C1=CC=CC=C1)ON(C(=O)[C@@H]1C(C1)(F)F)C (1R)-N-(benzyloxy)-2,2-difluoro-N-methylcyclopropane-1-carboxamide